4-((3-Benzoyl-4-Oxothiazolidin-2-Ylidene)Amino)Benzoic Acid C(C1=CC=CC=C1)(=O)N1C(SCC1=O)=NC1=CC=C(C(=O)O)C=C1